N-Cyclopropyl-4,5-difluoro-2-nitroaniline C1(CC1)NC1=C(C=C(C(=C1)F)F)[N+](=O)[O-]